O[C@H]1[C@H](O[C@@]2([C@@H](CCO2)NC(C2=C(C=CC=C2)OC2=CC=CC=C2)=O)[C@@H]([C@H]1N1N=NC(=C1)C1=CC(=C(C(=C1)F)F)F)O)CO N-((4R,5S,7R,8R,9S,10R)-8,10-dihydroxy-7-(hydroxymethyl)-9-(4-(3,4,5-trifluorophenyl)-1H-1,2,3-triazol-1-yl)-1,6-dioxaspiro[4.5]decan-4-yl)-2-phenoxybenzamide